2,4,5-trifluoro-4'-((4-n-pentylphenyl)ethynyl)-1,1'-biphenyl FC1=C(C=C(C(=C1)F)F)C1=CC=C(C=C1)C#CC1=CC=C(C=C1)CCCCC